FC1(CC2(CC(C2)CN)C1)F (6,6-difluorospiro[3.3]-heptan-2-yl)methanamine